C(N1COCC1)N1COCC1 N,N'-Methylenebisoxazolidine